FC(C1=C(C=C2CCCN(C2=C1)C1=NN(C2=C1CN(CC2)C(C)=O)C2CCNCC2)C2=CN=CO2)F 1-[3-[7-(difluoromethyl)-6-oxazol-5-yl-3,4-dihydro-2H-quinolin-1-yl]-1-(4-piperidyl)-6,7-dihydro-4H-pyrazolo[4,3-c]pyridin-5-yl]ethanone